1,4,7-triazacyclononane-1-glutarate N1(CCNCCNCC1)C(CCC(=O)[O-])C(=O)[O-]